CSCCCCCC#N 6-(methylthio)capronitrile